COC(=O)C=1CN=C(N(C1C)C1=C(C=C(C=C1)F)Cl)C1=NC=CC=C1 (2-chloro-4-fluorophenyl)-6-methyl-2-(pyridin-2-yl)-1,4-dihydropyrimidine-5-carboxylic acid methyl ester